5-((6-bromo-4-(((2S,6R)-2,6-dimethylmorpholino)methyl)pyridin-2-yl)amino)cyclooctan-1-ol BrC1=CC(=CC(=N1)NC1CCCC(CCC1)O)CN1C[C@@H](O[C@@H](C1)C)C